FC(C)(F)C=1C=C(C(=C(C1)[C@H](C(=O)O)N1C[C@@H](CC1)N(CCCCCC1=NC=2NCCCC2C=C1)C)OC)F (R)-2-(5-(1,1-difluoroethyl)-3-fluoro-2-methoxyphenyl)-2-((R)-3-(methyl(5-(5,6,7,8-tetrahydro-1,8-naphthyridin-2-yl)pentyl)amino)pyrrolidin-1-yl)acetic acid